N1C=C(C2=CC=CC=C12)CCN(C1CCC2=CC(=CC=C12)/C=C/C(=O)OCC)C(=O)OC(C)(C)C ethyl (E)-3-(1-((2-(1H-indol-3-yl)ethyl)(tert-butoxycarbonyl)amino)-2,3-dihydro-1H-inden-5-yl)acrylate